(E)-4-chloro-2-fluoro-benzene ClC1=CC(=CC=C1)F